FC1(O[C@H](CN(C1)C1=CC2=C(N=C(N(C2=O)C)C)C(=N1)C1=C(C=C(C=C1)F)F)C1=CC(=NC=C1)C)F (S)-6-(2,2-difluoro-6-(2-methylpyridin-4-yl)morpholino)-8-(2,4-difluorophenyl)-2,3-dimethylpyrido[3,4-d]pyrimidin-4(3H)-one